CN(CCN1N=C(C=CC1=O)N(C)C=1C=C2C(=NC(=NC2=CC1)C)N[C@H](C)C1=C(C(=CC(=C1)[N+](=O)[O-])C)F)C (R)-2-(2-(dimethylamino)ethyl)-6-((4-((1-(2-fluoro-3-methyl-5-nitrophenyl)ethyl)amino)-2-methylquinazolin-6-yl)(methyl)amino)pyridazin-3(2H)-one